Methyl (S)-4-nitro-3-((oxetan-2-ylmethyl)amino)benzoate [N+](=O)([O-])C1=C(C=C(C(=O)OC)C=C1)NC[C@H]1OCC1